O1C(OCC1)C1=C(C=C(C=C1)CC(=O)OCC)OCC1=CC=C(C=C1)OC ethyl 2-[4-(1,3-dioxolan-2-yl)-3-[(4-methoxyphenyl)methoxy]phenyl]acetate